C[Si](CC=C)(CCCC)C 3-(dimethyl-n-butylsilyl)-1-propene